4-(3-(2-((sulfamoyl)(cyclopropyl)amino)ethyl)azetidin-1-yl)-6,7-dimethoxyquinazoline S(N)(=O)(=O)N(CCC1CN(C1)C1=NC=NC2=CC(=C(C=C12)OC)OC)C1CC1